BrC1=CC=C(C=C1)[Si](OC)(OC)OC 1-bromo-4-(trimethoxysilyl)benzene